NNC(NN)=N.[N+](=O)([O-])C1=NC(=CC(=C1C(=O)O)[N+](=O)[O-])[N+](=O)[O-] 2,4,6-trinitropyridine-3-oic acid diaminoguanidine salt